C=CC(C(C=C)O)O hexa-1,5-diene-3,4-diol